5-Bromo-4-methoxy-2,3-dihydrobenzo[b]thiophene 1,1-dioxide BrC1=C(C2=C(S(CC2)(=O)=O)C=C1)OC